2-(2-chlorophenyl)-2,3-naphthyridin-1-one ClC1=C(C=CC=C1)N1C(C2=CC=CC=C2C=N1)=O